5-chloro-2-(7-(trifluoromethyl)chroman-4-yl)-N-(2-oxo-1,2-dihydropyridin-4-yl)-4-(trifluoromethyl)benzamide ClC=1C(=CC(=C(C(=O)NC2=CC(NC=C2)=O)C1)C1CCOC2=CC(=CC=C12)C(F)(F)F)C(F)(F)F